C(CCCCCCCCC)OC(CCCCCCCC(C(CCCCCCCC)OC(CCCCCCC)=O)OC(CCCCCCC)=O)=O 9,10-bis-octanoyloxy-octadecanoic acid decyl ester